methyl 2-((4-(6-((4-cyano-2-fluorobenzyl)oxy)pyridin-2-yl)piperidin-1-yl)methyl)-1-((1-ethyl-1H-imidazol-5-yl)methyl)-1H-benzo[d]imidazole-6-carboxylate C(#N)C1=CC(=C(COC2=CC=CC(=N2)C2CCN(CC2)CC2=NC3=C(N2CC2=CN=CN2CC)C=C(C=C3)C(=O)OC)C=C1)F